C(C)(C)(C)OC(=O)N1C[C@H](CC1)[C@@H](C(=O)OC(C)(C)C)CC1=C(C=CC=C1C=O)F (R)-3-((S)-1-(tert-butoxy)-3-(2-fluoro-6-formylphenyl)-1-oxopropan-2-yl)pyrrolidine-1-carboxylic acid tert-butyl ester